N-(5-(cyclopentyl-methyl)pyridin-2-yl)-2-((S)-4,4-difluoro-3-(6-oxo-1,6-dihydropyridin-3-yl)piperidin-1-yl)propanamide C1(CCCC1)CC=1C=CC(=NC1)NC(C(C)N1C[C@@H](C(CC1)(F)F)C1=CNC(C=C1)=O)=O